O=CCCCCCC(=O)N 7-oxoheptaneamide